2-[[3-[bis(fluoranyl)methyl]pyridine-2-carbonyl]amino]-4-[2-(1-methylethoxy)ethyl-[4-(5,6,7,8-tetrahydro-1,8-naphthyridin-2-yl)butyl]amino]butanoic acid FC(C=1C(=NC=CC1)C(=O)NC(C(=O)O)CCN(CCCCC1=NC=2NCCCC2C=C1)CCOC(C)C)F